Cl.COC1=CC=2N(C=C1C(=O)NC1=NC=C(C=C1)N1CCNCC1)C=C(N2)C 7-methoxy-2-methyl-N-(5-(piperazin-1-yl)pyridin-2-yl)imidazo[1,2-a]pyridine-6-carboxamide HCl Salt